C(C1CO1)OCCC[SiH2]CCOCCOC(C)=O γ-glycidoxypropylacetoxyethoxyethylsilane